(R)-2-(4-chloro-2-fluorophenyl)-1-(4-((5R,7R)-7-hydroxy-5-methyl-6,7-dihydro-5H-cyclopenta[d]pyrimidin-4-yl)piperazin-1-yl)-3-(isopropylamino)propan-1-one ClC1=CC(=C(C=C1)[C@@H](C(=O)N1CCN(CC1)C=1C2=C(N=CN1)[C@@H](C[C@H]2C)O)CNC(C)C)F